F[C@@H]1[C@@H](C2=CC=CC=C2C1)O (1R,2S)-2-fluoro-2,3-dihydro-1H-inden-1-ol